C1=CC=CC=2C3=CC=CC=C3C(C12)COC(=O)N[C@H](C(=O)N)CO (S)-2-((((9H-fluoren-9-yl)methoxy)carbonyl)amino)-3-hydroxypropanamide